C1(=CCCCCCC1)[Rh](C1=CCCCCCC1)Cl dicyclooctenyl-rhodium chloride